FC1=CC=C(C=C1)NC(=O)C1(CCC1)C=1C=CC(=NC1)NC(OC(C)(C)C)=O tert-butyl (5-(1-((4-fluorophenyl)carbamoyl)cyclobutyl)pyridin-2-yl)carbamate